1-(4-chloro-2-fluorophenyl)-1H-pyrazol ClC1=CC(=C(C=C1)N1N=CC=C1)F